1-(2-ethylsulfanylphenyl)-4-[3-(trifluoromethyl)phenyl]triazole C(C)SC1=C(C=CC=C1)N1N=NC(=C1)C1=CC(=CC=C1)C(F)(F)F